ClC=1C=C(C=CC1F)NC1=NC=NC2=CC(=C(C=C12)NC(\C=C\CN1CCNCC1)=O)OC (E)-N-(4-((3-chloro-4-fluorophenyl)amino)-7-methoxyquinazolin-6-yl)-4-(piperazin-1-yl)but-2-enamide